ClC1=NC(=NC(=C1CCCCC)Cl)C1=CC=C(C=C1)F 4,6-dichloro-2-(4-fluoro-phenyl)-5-pentylpyrimidine